3-(5-(3-bromophenyl)spiro[2.3]hexan-5-yl)-4-methyl-4H-1,2,4-triazole BrC=1C=C(C=CC1)C1(CC2(CC2)C1)C1=NN=CN1C